CC=1N(C=CN1)CCN 2-(2-methyl-1H-imidazol-1-yl)ethylamine